O.NN Hydrazin Monohydrat